5-(5-chloro-2-(isopropylamino)pyridin-4-yl)-N-(2-(hydroxymethyl)benzyl)thiazole-2-carboxamide ClC=1C(=CC(=NC1)NC(C)C)C1=CN=C(S1)C(=O)NCC1=C(C=CC=C1)CO